2-oxo-3H-pyrimidine-4-carboxylic acid O=C1N=CC=C(N1)C(=O)O